tert-butyl 5-{2-[1-(3-chlorophenyl)pyrazol-4-yl]acetamido}-3-cyclobutylpyrazole-1-carboxylate ClC=1C=C(C=CC1)N1N=CC(=C1)CC(=O)NC1=CC(=NN1C(=O)OC(C)(C)C)C1CCC1